N-(3-(4-oxo-3,4-dihydrophthalazin-1-yl)phenyl)sulfamide hydrochloride Cl.O=C1NN=C(C2=CC=CC=C12)C=1C=C(C=CC1)NS(=O)(=O)N